N=1N=NN2N=CC3=C(C21)CCN(C3)C(C)=O 1-(9,10-dihydropyrido[4,3-d]tetrazolo[1,5-b]pyridazin-8(7H)-yl)ethan-1-one